NC1=C(C=C(C(=C1)S)N)S 2,5-diamino-1,4-benzenedithiol